(S)-5-((4-bromo-5-(2-methoxy-6-(piperidin-3-ylmethoxy)phenyl)-1H-pyrazol-3-yl)amino)pyrazine-2-carbonitrile BrC=1C(=NNC1C1=C(C=CC=C1OC[C@@H]1CNCCC1)OC)NC=1N=CC(=NC1)C#N